C1(=CC=CC=C1)C1=CN=C(S1)NC1=CC=C(C=C1)OCCN1CCCC1 (5-Phenyl-thiazol-2-yl)-(4-(2-pyrrolidin-1-yl-ethoxy)-phenyl)-amine